1-(4-bromophenyl)-3-((1-(2-ethoxyethyl)-1H-pyrazol-4-yl)amino)-3-(methylthio)prop-2-en-1-one BrC1=CC=C(C=C1)C(C=C(SC)NC=1C=NN(C1)CCOCC)=O